COC1=C(N)C(=CC(=C1)S(=O)(=O)C)OC 2,6-dimethoxy-4-(methylsulfonyl)aniline